8-fluoro-6-hydroxy-3,4-dihydronaphthalene FC=1C=C(C=C2CCC=CC12)O